O=C1NC(CCC1N1C(N(C2=C1C=CC(=C2)C=O)C)=O)=O 1-(2,6-Dioxopiperidin-3-yl)-3-methyl-2-oxo-2,3-dihydro-1H-benzo[d]imidazole-5-carbaldehyde